2-(1,2,3,4-tetrahydronaphthalen-2-yl)-1,3-dioxan-5-one C1C(CCC2=CC=CC=C12)C1OCC(CO1)=O